C(C)(C)(C)NC1=NC=C2N=C(N(C2=N1)C1CNCC1)NC1=CC=C(C=C1)Cl N2-(tert-Butyl)-N8-(4-chlorophenyl)-9-(pyrrolidin-3-yl)-9H-purine-2,8-diamine